1-[7-[(1R,4R)-2,5-diazabicyclo[2.2.1]hept-2-yl]imidazo[1,2-a]pyridin-3-yl]hexahydro-pyrimidine-2,4-dione [C@H]12N(C[C@H](NC1)C2)C2=CC=1N(C=C2)C(=CN1)N1C(NC(CC1)=O)=O